(R)-N-(1-(3-(difluoro(1-isopropylpiperidin-4-yl)methyl)phenyl)ethyl)-6-(1-isopropylpiperidin-4-yl)-7-methoxy-2-methylpyrido[2,3-d]pyrimidin-4-amine FC(C=1C=C(C=CC1)[C@@H](C)NC=1C2=C(N=C(N1)C)N=C(C(=C2)C2CCN(CC2)C(C)C)OC)(C2CCN(CC2)C(C)C)F